C(C=C)(=O)O.C(C=C)(=O)O.C(C=C)(=O)O.OC(CCOCCC(O)(O)O)(O)O trihydroxypropyl ether triacrylate